[2H][C@](C)(C1=C(C(=CC(=C1)F)Cl)COC1=CC=C(C=C1)OC)N (S)-1-deutero-1-(3-chloro-5-fluoro-2-((4-methoxyphenoxy)methyl)phenyl)ethylamine